NC1=NC=CC=C1C1=CC(=NO1)CC=1C=C(C(=NC1)NC1=C(C=CC=C1F)F)F 5-((5-(2-aminopyridin-3-yl)isoxazol-3-yl)methyl)-N-(2,6-difluorophenyl)-3-fluoropyridin-2-amine